[5-[2,2-bis[5-(2-butyloctanoyloxy)pentanoyloxymethyl]-3-hydroxy-propoxy]-5-oxo-pentyl] 2-butyloctanoate C(CCC)C(C(=O)OCCCCC(=O)OCC(CO)(COC(CCCCOC(C(CCCCCC)CCCC)=O)=O)COC(CCCCOC(C(CCCCCC)CCCC)=O)=O)CCCCCC